methyl 5-(3-cyclohexyl-2-oxo-7-(trifluoromethyl) indolin-3-yl)-2-hydroxybenzoate C1(CCCCC1)C1(C(NC2=C(C=CC=C12)C(F)(F)F)=O)C=1C=CC(=C(C(=O)OC)C1)O